C1=CC=C(C(=C1)C(CN2C=NC=N2)(C3=CC=C(C=C3)F)O)F The molecule is a tertiary alcohol that is ethanol in which one of the hydrogens at position 1 is replaced by an p-fluorophenyl group, the other hydrogen at position 1 is replaced by a p-fluorophenyl group, and one of the hydrogens at position 2 is replaced by a 1H-1,2,4-triazol-1-yl group. It is a member of triazoles, a tertiary alcohol and a member of monofluorobenzenes.